COC(=O)C1=C(C(=C(C(=C1F)F)C1=CC=CC=C1)F)F 2,3,5,6-tetrafluoro-[1,1'-biphenyl]-4-carboxylic acid methyl ester